C1(CCC1)OC1=C(N=NC(=C1)C=1C(=NC(=NC1)OC)OC)C 4-(cyclobutoxy)-6-(2,4-dimethoxypyrimidin-5-yl)-3-methyl-pyridazine